2-(Azepan-1-yl)-5-chloro-4,6-dimethyl-N-(2-oxo-1,2-dihydropyridin-4-yl)nicotinamide N1(CCCCCC1)C1=C(C(=O)NC2=CC(NC=C2)=O)C(=C(C(=N1)C)Cl)C